CC1(COP(=O)(OC1)NCCNP2(=O)OCC(CO2)(C)C)C 2,2'-(ethylenebisimino)bis(5,5-dimethyl-1,3,2-dioxaphosphorinane-2-oxide)